C(#N)N1CC2=CC=CC(=C2C1)C1=C(C(=O)N)C=C(C=C1)C 2-(2-cyanoisoindolin-4-yl)-5-methylbenzamide